N-(4-((1S,4S)-5-((E)-3-(2-hydroxyphenyl)-3-oxoprop-1-en-1-yl)-2,5-diazabicyclo[2.2.1]heptan-2-yl)phenethyl)propanamide OC1=C(C=CC=C1)C(/C=C/N1[C@@H]2CN([C@H](C1)C2)C2=CC=C(CCNC(CC)=O)C=C2)=O